Cl.CC1=C(N)C(=CC(=C1)C(F)(F)F)C 2,6-dimethyl-4-(trifluoromethyl)aniline hydrochloride